CS(=O)(=O)C=1C=C(C=CC1)C=1SC=C(N1)N 2-(3-methylsulfonylphenyl)thiazol-4-amine